BrC1=CC=CN2C(=C(C=C12)C#CCO)CC(F)(F)F 3-(8-bromo-3-(2,2,2-trifluoroethyl)indolizin-2-yl)prop-2-yn-1-ol